Platinum (0) 1,3-divinyl-1,1,3,3-tetramethyldisiloxane C(=C)[Si](O[Si](C)(C)C=C)(C)C.[Pt]